(S)-1-(2-(2-Methylazetidin-1-yl)-6-(trifluoromethyl)pyrimidin-4-yl)azetidin-3-ol C[C@@H]1N(CC1)C1=NC(=CC(=N1)N1CC(C1)O)C(F)(F)F